FC1=C(C=CC=C1)C1=NN(C=C1C1=CC=NC=C1)C 4-(3-(2-fluorophenyl)-1-methyl-1H-pyrazol-4-yl)pyridine